N1=C(N)N=C(N)N=C1N.P(=O)(O)(O)OC(C(C)(C(O)Br)C)Br dibromoneopentyl glycol phosphate melamine salt